methyl (4-(4-(trifluoromethyl)phenoxy)benzoyl)glycinate FC(C1=CC=C(OC2=CC=C(C(=O)NCC(=O)OC)C=C2)C=C1)(F)F